N-[(6-Amino-2-pyridyl)sulfonyl]-6-(5-chloro-2-methoxy-3-pyridyl)-2-(2,4,6-trimethylphenoxy)pyridin-3-carboxamid NC1=CC=CC(=N1)S(=O)(=O)NC(=O)C=1C(=NC(=CC1)C=1C(=NC=C(C1)Cl)OC)OC1=C(C=C(C=C1C)C)C